FCC1=CC=C(C=N1)COC1=C(C=C(C=C1)NC1=C(C=2N=C(C=NC2C=C1)N1CCOCC1)C#N)OC 6-((4-((6-(fluoromethyl)pyridin-3-yl)methoxy)-3-methoxyphenyl)amino)-3-morpholinoquinoxaline-5-carbonitrile